4-[4-[(E)-3-(4-Fluoro-3-sulfamoylphenyl)prop-2-enoyl]phenoxy]butanoic acid FC1=C(C=C(C=C1)/C=C/C(=O)C1=CC=C(OCCCC(=O)O)C=C1)S(N)(=O)=O